NC=1C=C(C=CC1)S(=O)(=O)NC(CC1=CC(=CC=C1)C#N)C=1SC2=C(N1)C=CC=C2 3-amino-N-[1-(1,3-benzothiazol-2-yl)-2-(3-cyanophenyl)ethyl]benzenesulfonamide